FC1=CC(=C(C=C1)C1=CN=C2SC(=NN21)N2CC=1N(CC2)C(=NC1)N)OC 7-(5-(4-fluoro-2-methoxyphenyl)imidazo[2,1-b][1,3,4]thiadiazol-2-yl)-5,6,7,8-tetrahydroimidazo[1,5-a]pyrazin-3-amine